N'-formyl-2-((1R,5S,6r)-6-(((2-(trifluoromethyl)pyridin-3-yl)oxy)methyl)-3-azabicyclo[3.1.0]hexan-3-yl)pyrimidine-4-carbohydrazide C(=O)NNC(=O)C1=NC(=NC=C1)N1C[C@H]2C([C@H]2C1)COC=1C(=NC=CC1)C(F)(F)F